FC1=C(C=C(C=C1)CNC(=O)C=1C(=NC2=CC(=CC=C2C1C)C(F)(F)F)OC)C N-[(4-fluoro-3-methyl-phenyl)-methyl]-2-methoxy-4-methyl-7-(trifluoromethyl)-quinoline-3-carboxylic acid amide